(S)-6-(4-(3-(4-(2-aminoacetyl)piperazin-1-yl)propoxy)phenyl)-N-(2-(2-cyano-4,4-difluoropyrrolidin-1-yl)-2-oxoethyl)quinoline-4-carboxamide NCC(=O)N1CCN(CC1)CCCOC1=CC=C(C=C1)C=1C=C2C(=CC=NC2=CC1)C(=O)NCC(=O)N1[C@@H](CC(C1)(F)F)C#N